CC(CCC(C(=O)O)CCCCCC\C=C/CCCCCCCC)CCCC(C)C.C(CCCCCCC\C=C/CCCCCCCC)(=O)OCCCCCCCC(C)C Isodecyl Oleate (3,7-dimethyloctan-1-yl oleate)